COCCOCCOCCOCCOCCOCCOCCO[C@@H]1C[C@]23C=4C=C(C=CC4C[C@H]([C@@H]2CC1)N(CC3)C)O (6α)-6-(2,5,8,11,14,17,20-heptaoxadocosan-22-yloxy)-17-methylmorphinan-3-ol